C(C)(C)(C)OC(=O)N(C(OC(C)(C)C)=O)C1=NN2C(C=C(C=C2)C2=NC(=CN=C2)C=2C=NN(C2)[C@@H](C(F)(F)F)C2=CC=C(C=C2)F)=N1 |r| racemic-tert-butyl (tert-butoxycarbonyl)(7-(6-(1-(2,2,2-trifluoro-1-(4-fluorophenyl)ethyl)-1H-pyrazol-4-yl)pyrazin-2-yl)-[1,2,4]triazolo[1,5-a]pyridin-2-yl)carbamate